cis-5-cyclopropyl-N-({2-[5-fluoro-2-(2H-1,2,3-triazol-2-yl)benzoyl]-4-methyl-2-azabicyclo[3.1.1]hept-3-yl}methyl)pyrazin-2-amine C1(CC1)C=1N=CC(=NC1)NCC1N(C2CC(C1C)C2)C(C2=C(C=CC(=C2)F)N2N=CC=N2)=O